6-bromo-2-(4-((2-methoxyethoxy)methoxy)-3-nitrophenyl)-7-(3-morpholinopropoxy)-3,4-dihydroisoquinolin-1(2H)-one BrC=1C=C2CCN(C(C2=CC1OCCCN1CCOCC1)=O)C1=CC(=C(C=C1)OCOCCOC)[N+](=O)[O-]